tert-butyl 4-(4-(4-(((3R,4R)-1-(2-cyanoacetyl)-4-methyl piperidin-3-yl) (methyl) amino)-7H-pyrrolo[2,3-d]pyrimidine-7-carboxamido)phenyl)piperidine-1-carboxylate C(#N)CC(=O)N1C[C@@H]([C@@H](CC1)C)N(C=1C2=C(N=CN1)N(C=C2)C(=O)NC2=CC=C(C=C2)C2CCN(CC2)C(=O)OC(C)(C)C)C